1'-[(4-chlorophenyl)methyl]-2-oxospiro[indoline-3,4'-piperidine]-5-carboxylic acid ClC1=CC=C(C=C1)CN1CCC2(CC1)C(NC1=CC=C(C=C12)C(=O)O)=O